C(CCCCC)[N-]CCCCCC(C)C N-hexyl-isooctyl-amide